CN1N=CC=C1C(=O)NC1=CN=C2C(=N1)N(C(=C2)C2=C(C=CC=C2)C)COCC[Si](C)(C)C 1-methyl-N-(6-(o-tolyl)-5-((2-(trimethylsilyl)ethoxy)methyl)-5H-pyrrolo[2,3-b]pyrazin-3-yl)-1H-pyrazole-5-carboxamide